OCCCCCC(=O)OCCCCCC(=O)OCCCCCC(=O)OCCCCCC(=O)OCCOC1=CC=C(C=C1)C1C(OC2=C1C=C(C=C2C(C)(C)C)C(C)(C)C)=O [6-[6-[6-[2-[4-(5,7-di-tert-butyl-2-oxo-3H-benzofuran-3-yl)phenoxy]eth-oxy]-6-oxo-hexoxy]-6-oxo-hexoxy]-6-oxo-hexyl] 6-hydroxyhexanoate